3-methyl-1-(trifluoromethyl)imidazo[1,5-a]pyridine-6-carboxylic acid CC1=NC(=C2N1C=C(C=C2)C(=O)O)C(F)(F)F